C(#N)C1=CC=CC2=C1N(C=N2)[C@@H]2C[C@@H](CCC2)NC(OC(C)(C)C)=O tert-butyl ((1R,3S)-3-(7-cyano-1H-benzo[d]imidazol-1-yl)cyclohexyl)carbamate